C1(CCCCC1)[C@H](C)NC1=NC(=NC=C1C(=O)N)NC1=C(C=C2CCN(CC2=C1)C)OC 4-{[(1S)-1-cyclohexylethyl]amino}-2-[(6-methoxy-2-methyl-1,2,3,4-tetrahydroisoquinolin-7-yl)amino]pyrimidine-5-carboxamide